FC1=C(C=CC=C1C(F)(F)F)[C@@H](C)NC=1C2=C(N=C(N1)C)C1(CN(CC1)C)CN(C2)C2=CC(=NC=C2)OC N-((R)-1-(2-fluoro-3-(trifluoromethyl)phenyl)ethyl)-6-(2-methoxypyridin-4-yl)-1',2-dimethyl-6,7-dihydro-5H-spiro[pyrido[4,3-d]pyrimidine-8,3'-pyrrolidin]-4-amine